5-[2-(4-Chlorophenylamino)vinyl]-4-methoxycarbonyl-3-(2-chloro-6-fluorophenyl)isoxazole ClC1=CC=C(C=C1)NC=CC1=C(C(=NO1)C1=C(C=CC=C1F)Cl)C(=O)OC